[2-(dipropylamino)ethyl]amine C(CC)N(CCN)CCC